3-(5-Cyano-6-oxo-4-thiophen-2-yl-1,6-dihydro-pyrimidin-2-ylsulfanylmethyl)-benzenesulfonamide C(#N)C1=C(N=C(NC1=O)SCC=1C=C(C=CC1)S(=O)(=O)N)C=1SC=CC1